FC1(CCC(CC1)NC(=O)C1=CC2=C(N=C(S2)C2CCN(CC2)C)C=C1)F N-(4,4-difluorocyclohexyl)-2-(1-methylpiperidin-4-yl)benzo[d]thiazole-6-carboxamide